formamid C(=O)N